octafluoropentyl phosphate P(=O)(OC(C(C(CC(F)(F)F)F)(F)F)(F)F)([O-])[O-]